C(C)N(C=1N=CC2=C(OC3=C(N2)C=CC=C3)N1)CC N,N-diethyl-5H-Pyrimido[4,5-b][1,4]benzoxazin-2-amine